(formylmethyl) diethyl phosphate P(=O)(OCC=O)(OCC)OCC